The molecule is a pyridinecarboxamide obtained by condensation of 4-[4-({[4-chloro-3-(trifluoromethyl)phenyl]carbamoyl}amino)-3-fluorophenoxy]pyridine-2-carboxylic acid with methylamine. Used for for the treatment of metastatic colorectal cancer in patients who have previously received chemotherapy, anti-EGFR or anti-VEGF therapy. It has a role as an antineoplastic agent, a tyrosine kinase inhibitor and a hepatotoxic agent. It is an aromatic ether, a pyridinecarboxamide, a member of monochlorobenzenes, a member of (trifluoromethyl)benzenes, a member of monofluorobenzenes and a member of phenylureas. CNC(=O)C1=NC=CC(=C1)OC2=CC(=C(C=C2)NC(=O)NC3=CC(=C(C=C3)Cl)C(F)(F)F)F